2-(3,6-dihydro-2H-pyran-4-yl)-5,7-dihydrofuro[3,4-b]pyridine-3-carboxylic acid O1CCC(=CC1)C1=C(C=C2C(=N1)COC2)C(=O)O